COC1=CC=CC(=C1O)CC=CC1=CC=C(C=C1)[N+](=O)[O-] 6-methoxy-2-[3-(4-nitrophenyl)prop-2-en-1-yl]phenol